CC=1N(C(C2=C(N1)C(=NC(=N2)N2C[C@@H](OCC2)C=2C=NN(C2)C)C21CC(C2)(C1)C(F)(F)F)=O)C 2,3-dimethyl-6-[(2S)-2-(1-methyl-1H-pyrazol-4-yl)morpholin-4-yl]-8-[3-(trifluoromethyl)bicyclo[1.1.1]pentan-1-yl]-3H,4H-pyrimido[5,4-d][1,3]diazin-4-one